[N+](=O)([O-])C=1C=CC(=NC1)C(CO)O (5-nitro-2-pyridyl)ethane-1,2-diol